rel-4-bromo-6-methyl-5-((1s,2r)-2-methylcyclopropyl)-1H-indazole BrC1=C2C=NNC2=CC(=C1[C@@H]1[C@@H](C1)C)C |o1:10,11|